2-(2,6-dioxopiperidin-3-yl)-5-((3-(trans-3-(4-(6-oxo-1,6-dihydropyridin-2-yl)-1H-pyrazol-1-yl)cyclobutyl)propyl)amino)isoindoline-1,3-dione O=C1NC(CCC1N1C(C2=CC=C(C=C2C1=O)NCCC[C@@H]1C[C@H](C1)N1N=CC(=C1)C=1NC(C=CC1)=O)=O)=O